(rac)-(6-(5-Cyclopropyl-2-fluorophenyl)-2-azaspiro[3.4]octan-2-yl)((1s,3s)-3-hydroxy-3-methylcyclobutyl)methanone C1(CC1)C=1C=CC(=C(C1)[C@H]1CC2(CN(C2)C(=O)C2CC(C2)(C)O)CC1)F |r|